3,14-dioxa-5,12-diazahexadecane-1,16-diylbis(2-methyl acrylate) C(COCNCCCCCCNCOCCC=C(C(=O)[O-])C)C=C(C(=O)[O-])C